4-[(4-carbamoylphenyl)azo]-N-(2-ethoxyphenyl)-3-hydroxy-2-naphthamide C(N)(=O)C1=CC=C(C=C1)N=NC1=C(C(=CC2=CC=CC=C12)C(=O)NC1=C(C=CC=C1)OCC)O